1-(3,5-bis(trifluoromethyl)phenyl)-6-t-butyl-8-fluoronaphthalene-2,3-dicarbonitrile FC(C=1C=C(C=C(C1)C(F)(F)F)C1=C(C(=CC2=CC(=CC(=C12)F)C(C)(C)C)C#N)C#N)(F)F